1-(1-cyano-1-methylethyl)-1H-pyrazole-4-carboxylic acid C(#N)C(C)(C)N1N=CC(=C1)C(=O)O